COC1=C(C=CC(=C1)O)O[C@H]2[C@@H]([C@H]([C@@H]([C@H](O2)CO)O)O)O The molecule is a monosaccharide derivative that consists of 2-methoxybenzene-1,4-diol attached to a beta-D-glucopyranosyl residue at position 1 via a glycosidic linkage. It is isolated from Acacia mearnsii. It has a role as a metabolite. It is a beta-D-glucoside, an aromatic ether, a monosaccharide derivative and a member of phenols.